3,5-diethyl-4-hydroxyphenylacetic acid C(C)C=1C=C(C=C(C1O)CC)CC(=O)O